ClC=1C=C(N)C=C(C1)Cl 3,5-dichloroanilin